2-amino-5-(5-methyl-7-oxo-2,3-diphenyl-4,7-dihydropyrazolo[1,5-a]pyrimidin-6-yl)benzonitrile NC1=C(C#N)C=C(C=C1)C1=C(NC=2N(C1=O)N=C(C2C2=CC=CC=C2)C2=CC=CC=C2)C